ClC1=CN=CC(=N1)N1CCC2(OCCO2)CC1 8-(6-Chloropyrazin-2-yl)-1,4-dioxa-8-azaspiro[4.5]Decane